4-[bis(chloroethyl)amino]phenylalanine ClCCN(C1=CC=C(C[C@H](N)C(=O)O)C=C1)CCCl